tert-Butyl 4-(5-(2-methoxy-2-oxoethyl)pyridin-2-yl)piperazine-1-carboxylate COC(CC=1C=CC(=NC1)N1CCN(CC1)C(=O)OC(C)(C)C)=O